1-(4-amino-5-(7-methoxy-5-methylbenzothien-2-yl)-9,9-dimethyl-8,9-dihydropyrazino[1',2':1,5]pyrrolo[2,3-d]pyrimidin-7(6H)-yl)-2-methylpropan-2-en-1-one NC=1C2=C(N=CN1)N1C(=C2C=2SC3=C(C2)C=C(C=C3OC)C)CN(CC1(C)C)C(C(=C)C)=O